FC=1C=CC(=NC1)NC(=O)C1(CCC1)C=1C=C2CCCN(C2=CC1)C(=O)N(C)C 6-{1-[(5-fluoropyridin-2-yl)carbamoyl]cyclobutyl}-N,N-dimethyl-3,4-dihydroquinoline-1(2H)-carboxamide